C1=CC=CC=2C3=CC=CC=C3C(C12)COC(=O)N[C@H](C(=O)O)CC1=CC=C(C=C1)C=1C=NN(C1)C(C(=O)N(C)C)(C)C (S)-2-((((9H-fluoren-9-yl)methoxy)carbonyl)amino)-3-(4-(1-(1-(dimethylamino)-2-methyl-1-oxopropan-2-yl)-1H-pyrazol-4-yl)phenyl)propanoic acid